C(C=C)(=O)OCC(C(C(=O)N1[C@@H](CCCC1)C(=O)O[C@H](CCCN1CCN(CC1)C(=O)OC(C)(C)C)C1=CC(=CC=C1)NC(CCC(=O)OC(C)(C)C)=O)=O)(C)C tert-butyl 4-((R)-4-((S)-1-(4-(acryloyloxy)-3,3-dimethyl-2-oxobutanoyl)piperidine-2-carbonyloxy)-4-(3-(4-tert-butoxy-4-oxobutanamido)phenyl)butyl)piperazine-1-carboxylate